C(CCCC)[C@@H]1CC[C@H](CC1)C1=CC=C(C=C1)C1=CC=C(C=C1)C(=O)Cl 4'-(trans-4-pentylcyclohexyl)-[1,1'-biphenyl]-4-carbonyl chloride